N=1C(N=C2C1C=C1C(C=NC=N1)=N2)=O imidazopyridopyrimidinone